6-(1-(4-fluorophenyl)ethyl)-5-(((R)-1-methylpyrrolidin-3-yl)amino)pyrazine-2-carboxylic acid methyl ester COC(=O)C1=NC(=C(N=C1)N[C@H]1CN(CC1)C)C(C)C1=CC=C(C=C1)F